C1(=CC=CC=C1)COC=1C=C(C=CC1[N+](=O)[O-])C[C@@H](CNC(C[C@H](C)C1=CC=CC=C1)=O)N(C)C (S)-N-((S)-3-(3-(phenylmethyloxy)-4-nitrophenyl)-2-(dimethylamino)propyl)-3-phenylbutyramide